CNS(=O)(=O)C1=CC(=CC=C1)C=1CCC(CN1)C N-methyl-3-(3-methyl-2,3,4,5-tetrahydropyridin-6-yl)benzenesulfonamide